4-((3,4-dichlorophenyl)amino)-1H-1,2,3-triazole ClC=1C=C(C=CC1Cl)NC=1N=NNC1